ClCC(=O)N[C@@]1([C@@H](CCCC1)O)C=1SC=CC1C 2-chloro-N-((1S,2R)-2-hydroxyl-1-(3-methyl-2-thienyl)cyclohexyl)acetamide